[NH4+].ClC1=C2C(=NC=C1C=1C=C(C=CC1)N1C(CN(CC1)CCOC)=O)NC=C2C2CC2 1-(3-(4-chloro-3-cyclopropyl-1H-pyrrolo[2,3-b]pyridin-5-yl)phenyl)-4-(2-methoxyethyl)piperazin-2-one ammonium